3-chloro-4-[(3,5-difluoropyridin-2-yl)methoxy]-1-[5'-fluoro-6'-(2-hydroxypropan-2-yl)-5-methyl-[2,2'-bipyridin]-4-yl]-6-methylpyridin-2-one ClC=1C(N(C(=CC1OCC1=NC=C(C=C1F)F)C)C1=CC(=NC=C1C)C1=NC(=C(C=C1)F)C(C)(C)O)=O